ClC1=C(C=C(C(=O)[O-])C=C1)F 4-chloro-3-fluorobenzoate